2,2-dichloro-2-(2,2-difluoroethoxy)-1,3,2-dioxaphosphorinane ClP1(OCCCO1)(OCC(F)F)Cl